2,3-dimethoxy-5-methyl-6-(6,6,6-trifluorohexyl)benzene-1,4-diol COC1=C(C(=C(C(=C1OC)O)C)CCCCCC(F)(F)F)O